ClC1=CC(=C(C=C1Cl)CN1CCC(CC1)CC(=O)OC)O methyl 2-[1-[(4,5-dichloro-2-hydroxyphenyl)methyl]piperidin-4-yl]acetate